CC12OCCC1C1(CCCC(C1CC2)(C)C)C decahydro-3a,6,6,9a-tetramethylnaphtho-[2,1-b]-furan